COC(=O)[C@@H]1C[C@H](CCC1)OC=1C(=NC(=CC1)C=1N=NN(C1CCCOCC1=CC=CC=C1)C)C (1S,3S)-3-((6-(5-(3-(benzyloxy)propyl)-1-methyl-1H-1,2,3-triazol-4-yl)-2-methylpyridin-3-yl)oxy)cyclohexane-1-carboxylic acid methyl ester